(S)-N-(5-(2-acetamido-[1,2,4]triazolo[1,5-a]pyridin-7-yl)-2-methylpyridin-3-yl)-3-phenylisoxazolidine C(C)(=O)NC1=NN2C(C=C(C=C2)C=2C=C(C(=NC2)C)N2OCC[C@H]2C2=CC=CC=C2)=N1